1-(1-acetylpiperidin-4-yl)-3-(5-chloro-2-(difluoromethoxy)-6-methoxypyridin-3-yl)-1-(2-isopropylphenyl)urea C(C)(=O)N1CCC(CC1)N(C(=O)NC=1C(=NC(=C(C1)Cl)OC)OC(F)F)C1=C(C=CC=C1)C(C)C